CN1[C@@H](CCC1)COC1=NC2=CC(=CC=C2C(=N1)N1[C@H]2CN(C[C@@H]1CC2)C2=NC=CN=C2)C2=CC(=CC1=CC=CC=C21)O 4-(2-(((S)-1-methylpyrrolidin-2-yl)methoxy)-4-((1R,5S)-3-(pyrazin-2-yl)-3,8-diazabicyclo[3.2.1]octan-8-yl)quinazolin-7-yl)naphthalen-2-ol